C(C)(C)(C)C1=CC=C(C=C1)NC1CCC(CC1)NC(=O)N 1-(4-((4-(Tert-butyl)phenyl)amino)cyclohexyl)urea